6-(3-bromo-5-fluorophenyl)-6-oxohexanoic acid BrC=1C=C(C=C(C1)F)C(CCCCC(=O)O)=O